N1(C(CCCC1)C(=O)[O-])C(=O)ON1C(C2=CC=CC=C2C1=O)=O (1,3-Dioxoisoindolin-2-yl) piperidine-1,2-dicarboxylate